NC1=NN(C=2C1=NC(=CC2C=O)Cl)C E-3-amino-5-chloro-1-methyl-1H-pyrazolo[4,3-b]pyridine-7-carbaldehyde